C(#N)C1=CC(=C(COC2=CC=CC(=N2)N2CC3(CN(C3)C(=O)OC(C)(C)C)C2)C=C1)F tert-butyl 6-(6-((4-cyano-2-fluorobenzyl) oxy) pyridin-2-yl)-2,6-diazaspiro[3.3]heptane-2-carboxylate